ClC1=NC(=NC=C1C(F)(F)F)NC1=C(C=C(C=C1)N1C[C@@H](N([C@@H](C1)C)C(=O)OCC1C2=CC=CC=C2C=2C=CC=CC12)C)CC (9H-fluoren-9-yl)methyl (2S,6R)-4-(4-((4-chloro-5-(trifluoromethyl)pyrimidin-2-yl)amino)-3-ethylphenyl)-2,6-dimethylpiperazine-1-carboxylate